COCCOC1=CC(=NC(=N1)C1=CN=CN1C)C(=O)NC1=CC(=NC=C1)C(F)(F)F 6-(2-methoxyethoxy)-2-(1-methyl-1H-imidazol-5-yl)-N-(2-(trifluoromethyl)pyridin-4-yl)pyrimidine-4-carboxamide